4-(2,2-difluoro-1-hydroxyethyl-1-d)benzonitrile FC(C([2H])(O)C1=CC=C(C#N)C=C1)F